(R)-6-(3-(2-Ethoxyphenoxy)piperidin-1-yl)-N-(pyridin-2-yl)pyrazin-2-amin C(C)OC1=C(O[C@H]2CN(CCC2)C2=CN=CC(=N2)NC2=NC=CC=C2)C=CC=C1